7-phenoxybenzofuran-3-carboxylate O(C1=CC=CC=C1)C1=CC=CC=2C(=COC21)C(=O)[O-]